C(CCCCC(=O)O)(=O)O.C(COCCO)O diethyleneglycol adipate